The molecule is the tricyclic anthraquinone form of versicolorone. It is a versicolorone and a tetrahydroxyanthraquinone. It is a conjugate acid of a versicolorone(1-). CC(=O)CCC(CO)C1=C(C=C2C(=C1O)C(=O)C3=C(C2=O)C=C(C=C3O)O)O